trans-1,2-bis(bis(3,4,5-tri-methylphenyl)phosphinomethyl)-cyclobutane CC=1C=C(C=C(C1C)C)P(C1=CC(=C(C(=C1)C)C)C)C[C@H]1[C@@H](CC1)CP(C1=CC(=C(C(=C1)C)C)C)C1=CC(=C(C(=C1)C)C)C